2-(2-fluorophenyl)-4(s)-(4-fluorophenyl)-1H-imidazol FC1=C(C=CC=C1)C=1NC=C(N1)C1=CC=C(C=C1)F